FC1=C(C(=C(C(=C1OC(CCN1C(C=CC1=O)=O)=O)F)F)F)F 3-maleimidopropionic acid pentafluorophenyl ester